C[C@H]([C@@H](C(=O)O)NC(=O)[C@H](CCC(=O)O)NC(=O)CNC(=O)[C@H](CCCCN)NC(=O)[C@@H]1CCCN1C(=O)CNC(=O)[C@H](CCC(=O)N)NC(=O)[C@H](CCC(=O)O)NC(=O)CNC(=O)[C@H](CC[C@H](CN)O[C@H]2[C@@H]([C@H]([C@H]([C@H](O2)CO)O)O)O)NC(=O)[C@H](CC3CCCCC3)NC(=O)CNC(=O)[C@H](C)NC(=O)C4(CC5=CC=CC=C5C4)NC(=O)CN)O The molecule is a fifteen-membered glycopeptide comprising glycyl, 2-aminoindane-2-formyl, alanyl, glycyl, cyclohexylalanyl, (5R)-5-(beta-D-galactopyranosyloxy)lysyl, glycyl. alpha-glutamyl, glutaminyl, glycyl, prolyl, lysyl, glycyl, alpha-glutamyl and threonine residues coupled in sequence.